C(CCCCCCC)(C(C(=O)N)C(=O)N(CCCCCCC)C)C(C(=O)N)C(=O)N(C)CCCCCCC octylidenebis(N'-heptyl-N'-methylmalonamide)